dipentyl 2,3-dimethylsuccinate CC(C(=O)OCCCCC)C(C(=O)OCCCCC)C